CCCCCCCCCCCCCCC(=O)OC[C@H](COP(=O)(O)OC[C@@H](C(=O)O)N)OC(=O)CCCCCCC/C=C\CCCCCCCCC 1-pentadecanoyl-2-(9Z-nonadecenoyl)-glycero-3-phosphoserine